mono(3,3,4,4,5,5,6,6,7,7,8,8,8-tridecafluorooctyl) ether FC(CCOCCC(C(C(C(C(C(F)(F)F)(F)F)(F)F)(F)F)(F)F)(F)F)(C(C(C(C(C(F)(F)F)(F)F)(F)F)(F)F)(F)F)F